5-(trifluoromethyl)-5-[3-(tri-fluoromethyl)phenyl]-4H-isoxazol-3-amine FC(C1(CC(=NO1)N)C1=CC(=CC=C1)C(F)(F)F)(F)F